C(#C)C=1C=CC(=C2C=CC=NC12)N1C[C@@H](O[C@@H](C1)C)C(=O)NC1CCN(CC1)C (2R,6R)-4-(8-ethynyl-5-quinolinyl)-6-methyl-N-(1-methyl-4-piperidinyl)morpholine-2-carboxamide